N1N=NN=C1COC(C(F)(F)F)C1=CC=C(C2=C1N=C(O2)N2CC1N(C(C2)C1)C(=O)OC(C)(C)C)C=1SC=CN1 tert-Butyl 3-(4-(1-((1H-tetrazol-5-yl)methoxy)-2,2,2-trifluoroethyl)-7-(thiazol-2-yl)benzo[d]oxazol-2-yl)-3,6-diazabicyclo[3.1.1]heptane-6-carboxylate